methyl (2S)-3-(3-acetyl-2-oxo-imidazolidin-1-yl)-2-(benzyloxycarbonylamino)propanoate C(C)(=O)N1C(N(CC1)C[C@@H](C(=O)OC)NC(=O)OCC1=CC=CC=C1)=O